(S)-N-[(R)-(3-fluorophenyl)-[(2S,5R)-5-isopropyl-3,6-dimethoxy-2,5-dihydropyrazin-2-yl]methyl]-2-methyl-propane-2-sulfinamide FC=1C=C(C=CC1)[C@@H](N[S@@](=O)C(C)(C)C)[C@@H]1N=C([C@H](N=C1OC)C(C)C)OC